9-(3,3-Dimethyl-but-1-ynyl)-2-(tetrahydro-furan-2-ylmethoxy)-6,7-dihydro-pyrimido[6,1-a]isoquinolin-4-one CC(C#CC=1C=C2CCN3C(C2=CC1)=CC(=NC3=O)OCC3OCCC3)(C)C